C1(CC1)[C@]1(C(N(C[C@H]1C)C=1C=2N(C=C(N1)C=1C=NN(C1)[C@@H]1[C@H](OC1)C)N=CC2F)=O)C#N |&1:20,21| (3R,4S)-3-cyclopropyl-1-[3-fluoro-6-[1-[(2RS,3SR)-2-methyloxetan-3-yl]pyrazol-4-yl]pyrazolo[1,5-a]pyrazin-4-yl]-4-methyl-2-oxopyrrolidine-3-carbonitrile